8-(methoxymethyl)thieno[3',2':4,5]pyrrolo[1,2-d][1,2,4]triazin-5(6H)-one COCC1=NNC(C=2N1C1=C(C2)C=CS1)=O